2-({6-[(3-bromo-4-fluorophenoxy)methyl]-5-fluoropyridin-3-yl}oxy)-N-methoxy-N-methylethylamine BrC=1C=C(OCC2=C(C=C(C=N2)OCCN(C)OC)F)C=CC1F